8-(difluoromethyl)-3-(methoxymethoxy)-6H-benzo[c]chromen-6-one FC(C=1C=CC2=C(C(OC3=CC(=CC=C23)OCOC)=O)C1)F